C1(CCCCC1)=NCCC[Si](OCC)(OCC)OCC N-cyclohexylidene-3-triethoxysilyl-1-propaneamine